C(CCCCCCCCCCCCC)(=O)OC[C@@H](OC(CCCCCCCCCCCCC)=O)COP(=O)(O)OC[C@H](O)CO |&1:41| 1,2-Dimyristoyl-sn-glycero-3-phospho-rac-glycerin